4-((3-(2-(cyclohex-1-en-1-yl)ethyl)-2,4-dioxo-3,4-dihydroquinazolin-1(2H)-yl)methyl)-N-hydroxybenzamide C1(=CCCCC1)CCN1C(N(C2=CC=CC=C2C1=O)CC1=CC=C(C(=O)NO)C=C1)=O